C(C)OC(=O)C1=NOC(=N1)C=C 5-vinyl-1,2,4-oxadiazole-3-carboxylic acid ethyl ester